F[C@H]1C([C@@H](O[C@@H]1CO)C1C=NC2=C1N=C(NC2=O)C(C(=O)N)(C)C)(O)O (7-((2s,4r,5r)-4-fluoro-3,3-dihydroxy-5-(hydroxymethyl)tetrahydrofuran-2-yl)-4-oxo-4,7-dihydro-3H-pyrrolo[3,2-d]pyrimidin-2-yl)isobutyramide